FC(C=1C=C(C=C(C1)C(F)(F)F)B(O)O)(F)F (3,5-bis(trifluoromethyl)-phenyl)boronic acid